(S)-2-(3-oxo-3-(2,6-difluoro-4-(methoxycarbonyl)phenyl)propyl)morpholine-4-carboxylic acid tert-butyl ester C(C)(C)(C)OC(=O)N1C[C@@H](OCC1)CCC(C1=C(C=C(C=C1F)C(=O)OC)F)=O